Zirconium Oxide Yttrium [Y+3].[O-2].[Zr+4]